N12CN3CCN(CN(C1)C3)C2 1,3,6,8-tetra-azatricyclo[4.3.1.13,8]undecane